5-hydroxynicotinic acid OC=1C=NC=C(C(=O)O)C1